ClC1=C(C=2N(C=C1)C=NC2C(C(F)(F)F)O)F 1-(7-chloro-8-fluoroimidazo[1,5-a]pyridin-1-yl)-2,2,2-trifluoroethan-1-ol